FC1=CC=C(C=C1)[C@H]1N(C[C@@H](CC1)C)C(C(=O)NC=1C=C(C(=NC1)OC)C(=O)N)=O 5-[[2-[(2S,5R)-2-(4-Fluorophenyl)-5-methyl-1-piperidyl]-2-oxo-acetyl]amino]-2-methoxy-pyridine-3-carboxamide